(4-{6-[2-(4-Chloro-2-cyano-6,7-difluoro-indol-1-yl)-ethylamino]-pyrimidin-4-yl}-2-ethoxy-phenylamino)-acetic acid ClC1=C2C=C(N(C2=C(C(=C1)F)F)CCNC1=CC(=NC=N1)C1=CC(=C(C=C1)NCC(=O)O)OCC)C#N